1-methoxynaphthyl-3,5-bistrichloromethyl-triazine COC1=C(C=CC2=CC=CC=C12)C=1N(NN=CC1C(Cl)(Cl)Cl)C(Cl)(Cl)Cl